CN(C)S(=O)(=O)N1CC(C2=CC(=CC=C12)C1=CC=CC=C1)(CC1CCCCC1)C N,N,3-trimethyl-3-(cyclohexylmethyl)-5-phenylindoline-1-sulfonylAmine